methyl (S)-3-(6-((5-(difluoromethoxy)-1H-pyrazol-3-yl)amino)-1H-pyrazolo[3,4-b]pyrazin-1-yl)-2-methylpropanoate FC(OC1=CC(=NN1)NC1=CN=C2C(=N1)N(N=C2)C[C@@H](C(=O)OC)C)F